C1=CC=CC=2C3=CC=CC=C3C(C12)COC(=O)N1[C@@H](COCC1)C(=O)O (3S)-4-(9H-fluoren-9-ylmethoxycarbonyl)morpholin-3-carboxylic acid